(3r,4r)-4-({7-cyclopentyl-5-fluoropyrrolo[2,1-f][1,2,4]triazin-2-yl}amino)-3-hydroxypiperidine-1-carboxylic acid tert-butyl ester C(C)(C)(C)OC(=O)N1C[C@H]([C@@H](CC1)NC1=NN2C(C=N1)=C(C=C2C2CCCC2)F)O